C1(CCC(N1C(C(O)O)C)=O)=O 2-succinimidyl-propanediol